(S)-3-((4-(2-fluoropyridin-3-yl)pyrimidin-2-yl)amino)piperidine-1-carboxylic acid tert-butyl ester C(C)(C)(C)OC(=O)N1C[C@H](CCC1)NC1=NC=CC(=N1)C=1C(=NC=CC1)F